O(C1=CC=CC=C1)C1=CC=C(C=C1)C=1NN2C(=NCC[C@@H]2C2CCN(CC2)C(C=C)=O)C1C(=O)N (7R)-2-(4-phenoxyphenyl)-7-(1-prop-2-enoylpiperidin-4-yl)-1,5,6,7-tetrahydropyrazolo[1,5-a]pyrimidine-3-carboxamide